ClC1=C(C=CC=C1Cl)C=1C=C2CCN(C(C2=CC1)=O)C=1C=CC(=C(C1)NS(=O)(=O)C)O N-(5-(6-(2,3-dichlorophenyl)-1-oxo-3,4-dihydroisoquinolin-2(1H)-yl)-2-hydroxyphenyl)methanesulfonamide